C(C)N(C(OC1=C(C=C(C(=C1)F)F)F)=O)C1=C(N=NN1C)C1=NC(=C(C=C1)NS(=O)(=O)C)C (R)-1-(2,4,5-trifluorophenyl) ethyl(1-methyl-4-(6-methyl-5-(methylsulfonamido) pyridin-2-yl)-1H-1,2,3-triazol-5-yl)carbamate